(hydroxy) hydroxide OO